CC(C)(C)OC(=O)N1OC=CN(C=C1)C(=O)OCC1=CC=CC=C1 5-[(Benzyloxy)carbonyl]-1,2,5-oxadiazepine-2-carboxylic acid 2-methylprop-2-yl ester